2-[2-dodecanoyloxyethyl (methyl) amino]Ethyl laurate C(CCCCCCCCCCC)(=O)OCCN(C)CCOC(CCCCCCCCCCC)=O